C(C)(C)(C)OC(=O)N1[C@@H](COCC1)C(=O)O (3S)-4-t-butoxycarbonylmorpholine-3-carboxylic acid